ClC1=C2C(=NC=C1C=1C=C(C=CC1)N1C(CNCC1)=O)NC=C2C#CC=2C=NC=CC2 1-(3-(4-chloro-3-(pyridin-3-ylethynyl)-1H-pyrrolo[2,3-b]pyridin-5-yl)phenyl)piperazin-2-one